FC(C(=O)O)(F)F.C(C)N(CCOC1=C(C2=CC=CC=C2C=C1)N(C)C1=C(C=CC2=CC=CC=C12)OC)CC 2-(2-(diethylamino)ethoxy)-N-(2-methoxynaphthalen-1-yl)-N-methylnaphthalen-1-amine 2,2,2-trifluoroacetate